3-(4-cyano-1H-pyrazol-1-yl)-2-hydroxypropionic acid cyclopentyl ester C1(CCCC1)OC(C(CN1N=CC(=C1)C#N)O)=O